CN1CCCC2=CC=C(C=C12)C(=O)N 1-methyl-1,2,3,4-tetrahydroquinoline-7-carboxamide